C1=CC=CC=2C3=CC=CC=C3C(C12)COC(=O)N([C@@H](CC1=CC=C(C=C1)O)C(=O)O)C(C)(C)C N-(9-fluorenylmethoxycarbonyl)-tert-butyl-L-tyrosine